C(=O)(O)C=1C=C(C(=O)C2=CC=C(C=C2)C(C2=CC(=C(C=C2)C(=O)O)C(=O)O)=O)C=CC1C(=O)O 1,4-bis(3,4-dicarboxybenzoyl)benzene